iron bis-iminopyridine N=C1C(N=CC=C1)=N.[Fe]